1-(5-fluoro-2-(2-methoxy-4-morpholino-5-nitrophenylamino)pyrimidin-4-yl)-4-(furan-3-yl)-1H-pyrrole-3-carbaldehyde FC=1C(=NC(=NC1)NC1=C(C=C(C(=C1)[N+](=O)[O-])N1CCOCC1)OC)N1C=C(C(=C1)C1=COC=C1)C=O